di(n-octyl)cyclooctane C(CCCCCCC)C1(CCCCCCC1)CCCCCCCC